O[C@@H]1[C@H](OC[C@H]1O)C(COC(CCCCCCCCCCCCCCCCC)=O)O Octadecanoic acid [2-[(2R,3S,4R)-3,4-dihydroxy-2-tetrahydrofuranyl]-2-hydroxyethyl] ester